[C@@H]1(C[C@H](O)[C@@H](CO)O1)N1C(=O)NC(=O)C=C1 DEOXYURIDIN